2-amino-1-(2-(3-fluorophenyl)-3-((6-methoxypyridin-3-yl)amino)-8,8-dimethyl-5,6-dihydroimidazo[1,2-a]pyrazin-7(8H)-yl)ethan-1-one NCC(=O)N1C(C=2N(CC1)C(=C(N2)C2=CC(=CC=C2)F)NC=2C=NC(=CC2)OC)(C)C